ClC1=CC=C(OC=2C=NC=C(C2CC)B2OC(C(O2)(C)C)(C)C)C=C1 3-(4-chlorophenoxy)-4-ethyl-5-(4,4,5,5-tetramethyl-1,3,2-dioxaborolan-2-yl)pyridine